C(CCC)C1=NC=2C(=C3C(=NC2N)C=CS3)N1 2-butyl-1H-imidazo[4,5-d]thieno[3,2-b]pyridin-4-amine